2-Bromo-4'-methoxyacetophenone BrCC(=O)C1=CC=C(C=C1)OC